N-(4-fluorophenyl)-N-(4-(vinyloxy)phenyl)piperidin-4-amine FC1=CC=C(C=C1)N(C1CCNCC1)C1=CC=C(C=C1)OC=C